C(C)C1=CN=C(C2=CC=CC(=C12)S(=O)(=O)N1C(CNCCC1)C)O 4-ethyl-5-((2-methyl-1,4-diazepan-1-yl)sulfonyl)isoquinolin-1-ol